3-benzyl-8-(Naphthalen-2-ylmethyl)hexahydro-1H-pyrazino[1,2-a]pyrazine-1,4(6H)-dione C(C1=CC=CC=C1)C1NC(C2N(C1=O)CCN(C2)CC2=CC1=CC=CC=C1C=C2)=O